4-(4-Acrylpiperazin-1-yl)-2-(2-methyl-1,2,3,4-tetrahydroisoquinolin-5-yl)-8-((6-methyl-2-oxo-1,2-dihydro-quinolin-5-yl)oxy)quinoline-3-carbonitrile diformate C(=O)O.C(=O)O.C(=O)(C=C)N1CCN(CC1)C1=C(C(=NC2=C(C=CC=C12)OC1=C2C=CC(NC2=CC=C1C)=O)C1=C2CCN(CC2=CC=C1)C)C#N